C(C)OC(=O)C1=NNC(=C1)C(C)O 5-(1-hydroxyethyl)-1H-pyrazole-3-carboxylic acid ethyl ester